B1=NC=C2C=CC=C3C4=CC=CC=C4C1=C23 boraazafluoranthene